NC=1C=C(C=CC1N)S(F)(F)(F)(F)F 3,4-diaminophenyl-sulfur pentafluoride